O[C@@H](CN(C[C@@H]([C@H]([C@@H]([C@@H](CO)O)O)O)O)CC=1N=NN(C1)CCOCCOC12CC3(CC(C[C@H](C1)C3)C2)NCC(=O)N2[C@@H](CCC2)C#N)[C@H]([C@@H]([C@@H](CO)O)O)O (2S)-1-(((1S,3R,5S)-3-(2-(2-(4-((bis((2S,3R,4R,5R)-2,3,4,5,6-pentahydroxyhexyl)amino)methyl)-1H-1,2,3-triazol-1-yl)ethoxy)ethoxy)adamantan-1-yl)glycyl)pyrrolidine-2-carbonitrile